C(C)(=O)N1CCN(CC1)C1=CC(=NC=C1)N1N=CC(=C1)C(=O)NC1=CC(=CC(=C1)NS(=O)(=O)C)Cl 1-(4-(4-Acetylpiperazin-1-yl)pyridin-2-yl)-N-(3-chloro-5-(methylsulfonylamino)phenyl)-1H-pyrazole-4-carboxamide